C(C1=CC=CC=C1)OC(=O)N1CC(CC1)(O)C1=CC(=C(C=C1)F)F 3-(3,4-difluorophenyl)-3-hydroxy-pyrrolidine-1-carboxylic acid benzyl ester